6-[6-(1,3,4-thiadiazol-2-yl)pyrazin-2-yl]-2-{[4-(trifluoromethyl)pyridin-3-yl]oxy}-6-azaspiro[3.5]nonane S1C(=NN=C1)C1=CN=CC(=N1)N1CC2(CC(C2)OC=2C=NC=CC2C(F)(F)F)CCC1